4-(1-(5-acetylpyrimidin-2-yl)piperidin-4-yl)-7-chloro-1-methyl-1,4-dihydropyrido[2,3-b]Pyrazine-2,3-dione C(C)(=O)C=1C=NC(=NC1)N1CCC(CC1)N1C2=C(N(C(C1=O)=O)C)C=C(C=N2)Cl